iridium(III) tris(phenylisoquinolyl)iridium C1(=CC=CC=C1)C=1N=C(C2=CC=CC=C2C1)[Ir](C1=NC(=CC2=CC=CC=C12)C1=CC=CC=C1)C1=NC(=CC2=CC=CC=C12)C1=CC=CC=C1.[Ir+3]